C1(CCC1)C1=CN=C(S1)C=1C=C(C(=O)O)C=C(C1)OC[C@@H]1OCCC1 3-(5-cyclobutyl-1,3-thiazol-2-yl)-5-[(2R)-tetrahydrofuran-2-ylmethoxy]benzoic acid